N-[(1s,4s)-4-{[2-(trifluoromethyl)quinolin-4-yl]amino}cyclohexyl]cyclopropanecarboxamide methyl-N-[5-[(2-chloro-5-nitro-4-pyridyl)amino]-2-pyridyl]carbamate COC(NC1=NC=C(C=C1)NC1=CC(=NC=C1[N+](=O)[O-])Cl)=O.FC(C1=NC2=CC=CC=C2C(=C1)NC1CCC(CC1)NC(=O)C1CC1)(F)F